CN(CC(=O)NC1=C(C=C(C=C1)NC=1N=CC=2CCN(CC2C1)C1=C(C2=C(OCCN2)N=C1)C)C)C 2-(dimethylamino)-N-{2-methyl-4-[(6-{8-methyl-1H,2H,3H-pyrido[2,3-b][1,4]oxazin-7-yl}-5,6,7,8-tetrahydro-2,6-naphthyridin-3-yl)amino]phenyl}acetamide